boryl phosphate P(=O)(OB)([O-])[O-]